ClC1=CC(=C(C=C1)NS(=O)(=O)C1=CNC(=C1)C1=NC=CC=C1)F N-(4-chloro-2-fluoro-phenyl)-5-(2-pyridyl)-1H-pyrrole-3-sulfonamide